1,7-dichlorobenzo-[4,5]thieno[2,3-c]pyridine ClC1=NC=CC2=C1SC1=C2C=CC(=C1)Cl